2,18-dimethyl-N7,N7,N13,N13,9,11-hexapara-tolyl-5,9,11,15-tetrahydro-5,9,11,15-tetraaza-19b,20b-diboradinaphtho[3,2,1-de:1',2',3'-jk]pentacene-7,13-diamine CC=1C=CC=2NC=3C=C(C=C4N(C=5C=C6N(C=7C=C(C=C8C7B(C6=CC5B(C34)C2C1)C1=CC(=CC=C1N8)C)N(C8=CC=C(C=C8)C)C8=CC=C(C=C8)C)C8=CC=C(C=C8)C)C8=CC=C(C=C8)C)N(C8=CC=C(C=C8)C)C8=CC=C(C=C8)C